(3S)-4-(7-(4-cyanopyridin-2-yl)-5-(2-methylcyclopropyl)-7H-pyrrolo[2,3-d]pyrimidin-4-yl)-3-methylpiperazine-1-carboxylic acid tert-butyl ester C(C)(C)(C)OC(=O)N1C[C@@H](N(CC1)C=1C2=C(N=CN1)N(C=C2C2C(C2)C)C2=NC=CC(=C2)C#N)C